methyl 2-(2-aminoethylsulfanyl)-4-bromo-benzoate NCCSC1=C(C(=O)OC)C=CC(=C1)Br